O=C1NC(CC[C@@H]1N1C(C2=C3CNCC3=CC=C2C1=O)=O)=O (S)-2-(2,6-Dioxopiperidin-3-yl)-7,8-dihydropyrrolo[3,4-e]isoindole-1,3(2H,6H)-dione